COC(=O)C=1C=NC(=C(C1)Cl)CO 5-chloro-6-(hydroxymethyl)pyridine-3-carboxylic acid methyl ester